CC1=C(C(=CC=C1)C)C1=C(C=CC(=N1)NS(=O)(=O)C1=NC(=CC=C1)N1C[C@@H](NCC1)CO)C(F)(F)F (R)-N-(6-(2,6-dimethylphenyl)-5-(trifluoromethyl)pyridin-2-yl)-6-(3-(hydroxymethyl)piperazin-1-yl)pyridine-2-sulfonamide